CNC1=NC2=CC(=CC=C2C=C1)CO [2-(methylamino)quinolin-7-yl]methanol